ClC=1C=C(C=CC1)CN1CC=2C(NN=CC2CC1)=O 6-[(3-Chlorophenyl)methyl]-3,5,7,8-tetrahydropyrido[3,4-d]pyridazin-4-one